2-Ethyl 1-[4-[(1S)-1-amino-2-hydroxy-ethyl]phenyl]cyclopropanecarboxylate N[C@H](CO)C1=CC=C(C=C1)C1(CC1)C(=O)OCC